C(C)N(C=1C(C(C1)=S)=O)CC 2-(diethylamino)-4-thioxocyclobut-2-en-1-one